2,3-bis(2-methoxyphenyl)-6-methylbenzofuran-4-carboxylic acid COC1=C(C=CC=C1)C=1OC=2C(C1C1=C(C=CC=C1)OC)=C(C=C(C2)C)C(=O)O